tert-butyl (R)-3-((S)-3-(3-allyl-5-methoxyphenyl)-1-(tert-butoxy)-1-oxopropan-2-yl)pyrrolidine-1-carboxylate C(C=C)C=1C=C(C=C(C1)OC)C[C@H](C(=O)OC(C)(C)C)[C@@H]1CN(CC1)C(=O)OC(C)(C)C